1-{5-[2-(2-Amino-pyridin-4-yl)-ethyl]-thiazol-2-yl}-3-[5-tert-butyl-2-(3-fluoro-phenyl)-2H-pyrazol-3-yl]-urea NC1=NC=CC(=C1)CCC1=CN=C(S1)NC(=O)NC=1N(N=C(C1)C(C)(C)C)C1=CC(=CC=C1)F